4-((4-((4-hydroxybutan-2-yl)oxy)-5-((1-methylpiperidin-4-yl)ethynyl)pyridin-2-yl)amino)pyrimidine OCCC(C)OC1=CC(=NC=C1C#CC1CCN(CC1)C)NC1=NC=NC=C1